ethyl 1-(4-(trifluoromethyl)phenyl)piperidine-4-carboxylate FC(C1=CC=C(C=C1)N1CCC(CC1)C(=O)OCC)(F)F